OCC1=CC=C(C=C1)SC1CN(C1)C=1C(=C(C(=O)OC)C=CC1)N1C=CC=C1 Methyl 3-(3-((4-(hydroxymethyl)phenyl)thio) azetidin-1-yl)-2-(1H-pyrrol-1-yl)benzoate